ClC1=NN(C2=CC=C(C(=C12)CC(=O)N1[C@H](C2=CC=CC(=C2CC1)[C@](CF)(C)O)C)Cl)C 2-(3,5-dichloro-1-methyl-indazol-4-yl)-1-[(1S)-5-[(1S)-2-fluoro-1-hydroxy-1-methyl-ethyl]-1-methyl-3,4-dihydro-1H-isoquinolin-2-yl]ethanone